N4-cyclohexyl-3-(1H-indazol-5-yl)-N6-(2-methoxy-4-morpholinophenyl)-1H-pyrazolo[3,4-d]pyrimidine-4,6-diamine C1(CCCCC1)NC1=C2C(=NC(=N1)NC1=C(C=C(C=C1)N1CCOCC1)OC)NN=C2C=2C=C1C=NNC1=CC2